[Br-].C[N+](CC(COCCCCCCCC\C=C/CCCCCCCC)OCCCCCCCC\C=C/CCCCCCCC)(CCCO)C Dimethyl-3-hydroxypropyl-2,3-dioleyloxypropylammonium bromide